N1=C(N=CC=C1)C(=O)N pyrimidinemonoamide